C1(CC1)C=1C(=NON1)C(=O)N[C@H](C=1N=C2N(N=CC(=C2)C[C@@H]2C(N[C@@H](CC2)C(F)(F)F)=O)C1)C1CCC(CC1)(F)F |o1:21,24| 4-Cyclopropyl-N-((S)-(4,4-difluorocyclohexyl)(7-(((3R*,6S*)-2-oxo-6-(trifluoromethyl)piperidin-3-yl)methyl)imidazo[1,2-b]pyridazin-2-yl)methyl)-1,2,5-oxadiazole-3-carboxamide